C(C)(C)(C)C1=CC=C(CSC=2C=CC(=NC2CC=2SC=C(N2)C2=CC=CC=C2)/C(=N/OCC)/N)C=C1 (Z)-5-((4-(tert-butyl)benzyl)thio)-N'-ethoxy-6-(4-phenylthiazol-2-yl)methylpyridineamidine